3-{2-[(5-Chloro-1H-indol-3-yl)amino]-5-(trifluoromethyl)-1H-benzo[d]imidazol-1-yl}propan ClC=1C=C2C(=CNC2=CC1)NC1=NC2=C(N1CCC)C=CC(=C2)C(F)(F)F